BrC=1C(=C(C=C(C1C(C1=C(C=CC(=C1)F)Cl)=O)[N+](=O)[O-])NC(C(F)(F)F)=O)OC N-(3-bromo-4-(2-chloro-5-fluorobenzoyl)-2-methoxy-5-nitrophenyl)-2,2,2-trifluoroacetamide